ClC=1C=C(C=CC1)C1=CC(=CC=C1)OC1=C(N=NN1)C(=O)O 5-((3'-chloro-[1,1'-biphenyl]-3-yl)oxy)-1H-1,2,3-triazole-4-carboxylic acid